N4-((4-(1H-1,2,4-Triazol-3-yl)piperidin-4-yl)methyl)-N6-cyclopropyl-5-fluoro-N6-(4-(trifluoromethyl)benzyl)pyrimidine-4,6-diamine N1N=C(N=C1)C1(CCNCC1)CNC1=NC=NC(=C1F)N(CC1=CC=C(C=C1)C(F)(F)F)C1CC1